ClC1=C(OCC=2C(=C(C(=O)O)C=CC2)CC)C=CC(=C1)C(F)(F)F 3-((2-chloro-4-(trifluoromethyl)phenoxy)methyl)-2-ethylbenzoic acid